dimethyl-(trimethylsilyl)amine CN([Si](C)(C)C)C